OC1CCC(CC1)S(=O)(=O)CC1=CC=CC=C1 1-hydroxy-4-toluenesulfonyl-cyclohexane